(bromomethyl)-1-ethoxy-3-fluorobenzene BrCC1=C(C=CC=C1F)OCC